2-Methyl-5-(6-methyl-3,6-diazabicyclo[3.1.1]heptan-3-yl)-N-(1-(7-(2-methyloxazol-5-yl)quinolin-5-yl)cyclopropyl)benzamide CC1=C(C(=O)NC2(CC2)C2=C3C=CC=NC3=CC(=C2)C2=CN=C(O2)C)C=C(C=C1)N1CC2N(C(C1)C2)C